ClC1=CC=C(C=C1)C1=N[C@H](C=2N(C3=C1C(=C(S3)C)C)C(=NN2)C)CC(NCCOCCOCCOCCNC(OC(C)(C)C)=O)=O tert-Butyl (14-((6S)-4-(4-chlorophenyl)-2,3,9-trimethyl-6H-thieno[3,2-f][1,2,4]triazolo[4,3-a][1,4]diazepin-6-yl)-13-oxo-3,6,9-trioxa-12-azatetradec-1-yl)carbamate